2-(3-iodo-5-(p-tolylthio)phenyl)-4,4-dimethyl-4,5-dihydrooxazole IC=1C=C(C=C(C1)SC1=CC=C(C=C1)C)C=1OCC(N1)(C)C